hydroxybenzeneBoronic acid OC1=C(C=CC=C1)B(O)O